3-(2-ethoxy-3-fluoro-4-pyridinyl)-4-[4-[(3S)-1-(3-fluoropropyl)pyrrolidin-3-yl]oxyphenyl]-2H-thiochromen-7-ol C(C)OC1=NC=CC(=C1F)C=1CSC2=CC(=CC=C2C1C1=CC=C(C=C1)O[C@@H]1CN(CC1)CCCF)O